CN(CCCCNC(=S)OC(C(=O)OCCCCCCCC\C=C/CCCCCCCC)C(=O)OCCCCCCCC\C=C/CCCCCCCC)C di((Z)-octadec-9-en-1-yl) 2-(((4-(dimethylamino)butyl)carbamothioyl)oxy)-malonate